ClC=1C=C(C=C(C1)C#N)C(C)(C)C1=CC=C(OCC2=NC(=NC=C2)N2CCC3(CN(C3)C3CCN(CC3)C(=O)[O-])CC2)C=C1 4-(7-(4-((4-(2-(3-chloro-5-cyanophenyl)prop-2-yl)phenoxy)methyl)pyrimidin-2-yl)-2,7-Diazaspiro[3.5]non-2-yl)piperidine-1-carboxylate